tetracarboxyzinc C(=O)(O)[Zn](C(=O)O)(C(=O)O)C(=O)O